ClC1=CC(=C(N=N1)N(C)C)OC 6-Chloro-4-methoxy-N,N-dimethylpyridazin-3-amine